(1R,2S,5R)-6-hydroxy-7-oxo-1,6-diazabicyclo[3.2.1]Octane-2-carboxamide C1C[C@H](N2C[C@@H]1N(C2=O)O)C(=O)N